N(C(=S)N)N=CC1=C(C=CC=C1)F 1-((thioureidoimino)methyl)-2-fluorobenzene